1-methyl-5-(morpholine-4-carbonyl)-1H-indole-3-carbaldehyde CN1C=C(C2=CC(=CC=C12)C(=O)N1CCOCC1)C=O